FC=1C(=NC(=NC1)C=1N=C(C=2N(C1)C=CN2)CC2=C(C=CC(=C2)F)F)[O-].[Na+] sodium 5-fluoro-2-(8-(2,5-difluorobenzyl)imidazo[1,2-a]pyrazin-6-yl)pyrimidin-4-olate